tert-Butyl 3-[(4-chlorophenyl)methoxy]pyrrolidine-1-carboxylate ClC1=CC=C(C=C1)COC1CN(CC1)C(=O)OC(C)(C)C